3,3-Dimethyl-4-(p-tolylamino)-3,4-dihydroquinolin-2(1H)-one CC1(C(NC2=CC=CC=C2C1NC1=CC=C(C=C1)C)=O)C